benz[de]anthracen-7-one C1=CC=C2C=CC=C3C(C=4C=CC=CC4C1=C23)=O